BrC=1C=C(C(=NC1)CC=1N(C2=C(N1)C=CC(=C2)C(=O)OC)CCOC)F Methyl 2-[(5-bromo-3-fluoro-2-pyridyl)methyl]-3-(2-methoxyethyl)benzimidazole-5-carboxylate